NC1=NC2=C(C=3N1N=C(N3)C=3OC=CC3)SC(N2CCN2CCN(CC2)C2=CC=C(C=C2)S(=O)(=O)NC)=O 4-(4-(2-(5-amino-8-(furan-2-yl)-2-oxothiazolo[5,4-e][1,2,4]triazolo[1,5-c]pyrimidin-3(2H)-yl)ethyl)piperazin-1-yl)-N-methylbenzenesulfonamide